5,6-dimethyl-2,3-pyrazinedicarbonitrile CC=1N=C(C(=NC1C)C#N)C#N